C(CC)CN 1-propyl-methyl-amine